(E)-N-((3-chloro-2,6-diisopropylphenyl)carbamoyl)-4-(hydroxyimino)-4,5,6,7-tetrahydrobenzofuran-2-sulfonamide ClC=1C(=C(C(=CC1)C(C)C)NC(=O)NS(=O)(=O)C=1OC2=C(C1)/C(/CCC2)=N/O)C(C)C